C1(CCC1)OC1=CC=2N(C=C1C(=O)NC1=CC=C(N=N1)N1CC(N(CC1)C(=O)OC(C)(C)C)(C)C)C=C(N2)C tert-butyl 4-(6-(7-cyclobutoxy-2-methylimidazo[1,2-a]pyridine-6-carboxamido) pyridazin-3-yl)-2,2-dimethylpiperazine-1-carboxylate